4-(2-aminoethyl)-6-(trifluoromethyl)pyridine-3-carboxylic acid methyl ester monohydrochloride Cl.COC(=O)C=1C=NC(=CC1CCN)C(F)(F)F